(S)-4-(cyclopropyl(4-(5,6,7,8-tetrahydro-1,8-naphthyridin-2-yl)butyl)amino)-2-(((pyridin-2-ylmethoxy)carbonyl)amino)butanoic acid C1(CC1)N(CC[C@@H](C(=O)O)NC(=O)OCC1=NC=CC=C1)CCCCC1=NC=2NCCCC2C=C1